3-(2-ethylhexan-1-yl)oxypropylamine C(C)C(COCCCN)CCCC